decyl L-alaninate N[C@@H](C)C(=O)OCCCCCCCCCC